C1(=CC=CC=C1)C=1N=C2N(COC3=C2C=NC=C3)C1C1=CC=C(CN3CCC(CC3)NC3=NC(=NC=C3)C#N)C=C1 4-((1-(4-(2-Phenyl-5H-imidazo[1,2-c]pyrido[3,4-e][1,3]oxazin-3-yl)benzyl)piperidin-4-yl)amino)pyrimidine-2-carbonitrile